(R)-4-(1-fluoro-1-((3-fluoro-phenyl)sulfonyl)ethyl)-N-(pyridazin-4-yl)piperidine-1-carboxamide F[C@](C)(S(=O)(=O)C1=CC(=CC=C1)F)C1CCN(CC1)C(=O)NC1=CN=NC=C1